3-((3-fluoro-2-methoxyphenyl)amino)-2-(3-((1-(trifluoromethyl)cyclopropyl)ethynyl)pyridin-4-yl)-1,5,6,7-tetrahydro-4H-pyrrolo[3,2-c]pyridin-4-one FC=1C(=C(C=CC1)NC1=C(NC2=C1C(NCC2)=O)C2=C(C=NC=C2)C#CC2(CC2)C(F)(F)F)OC